N-hydroxy-1,1-dimethyl-2-(1,5-naphthyridin-2-yl)isoindoline-4-carboxamide ONC(=O)C=1C=2CN(C(C2C=CC1)(C)C)C1=NC2=CC=CN=C2C=C1